(2R,4S,5R,6R)-2-(benzyloxy)-6-((1R,2R)-1,2-dihydroxy-3-(2-(4-(prop-2-yn-1-yloxy)phenyl)acetamido)propyl)-4-hydroxy-5-(2-hydroxyacetamido)tetrahydro-2H-pyran-2-carboxylic acid C(C1=CC=CC=C1)O[C@]1(O[C@H]([C@@H]([C@H](C1)O)NC(CO)=O)[C@@H]([C@@H](CNC(CC1=CC=C(C=C1)OCC#C)=O)O)O)C(=O)O